3-bromo-N-((4-((9-(cyclopropylmethyl)-9H-purin-6-yl)oxy)phenyl)carbamoyl)benzamide BrC=1C=C(C(=O)NC(NC2=CC=C(C=C2)OC2=C3N=CN(C3=NC=N2)CC2CC2)=O)C=CC1